BrC1=CC(=C(C=C1)N1CCC(CC1)=O)F 1-(4-bromo-2-fluorophenyl)piperidin-4-one